N-(5,7-dimethylimidazo[1,2-c]pyrimidin-2-yl)-4-(piperazin-1-yl)-2,3-dihydro-1H-pyrrolo[2,3-b]pyridine-1-carboxamide hydrochloride Cl.CC1=NC(=CC=2N1C=C(N2)NC(=O)N2CCC=1C2=NC=CC1N1CCNCC1)C